(2R)-2-{[2-(5-methylthiophene-3-yl)[1,2,4]triazolo[1,5-c]quinazolin-5-yl]amino}butanamide CC1=CC(=CS1)C1=NN2C(=NC=3C=CC=CC3C2=N1)N[C@@H](C(=O)N)CC